C(C1=CC=CC=C1)N1CCN(CC1)C1=CC=C(C=N1)C=1C=2N(C=C(C1)OCC1OCCCC1)N=CC2C#N 4-(6-(4-benzylpiperazin-1-yl)pyridin-3-yl)-6-((tetrahydro-2H-pyran-2-yl)methoxy)pyrazolo[1,5-a]pyridine-3-carbonitrile